N-(thiophen-2-ylmethyl)pyrido[3,4-d]pyrimidin-4-amine S1C(=CC=C1)CNC=1C2=C(N=CN1)C=NC=C2